Cl.N(N)C(\C=C/C(=O)O)=O (Z)-4-hydrazinyl-4-oxobut-2-enoic acid HCl salt